(+/-)-4,6,8-trimethyldecan-2-ol CC(CC(C)O)CC(CC(CC)C)C